O[C@H]1C[C@H](CC1)C=1C=C(N(N1)C(C)(C)C)NC1=NC=CC2=C1CCS2(=O)=O 4-({5-[(1S,3R)-3-hydroxycyclopentyl]-2-(2-methylprop-2-yl)pyrazol-3-yl}amino)-2,3-dihydro-1λ6-thieno[3,2-c]pyridine-1,1-dione